1-(4-((4-(2-((tert-butyldiphenylsilyl)oxy)ethyl)piperazin-1-yl)methyl)-3-(trifluoromethyl)phenyl)-3-(4-((3-chloro-1H-pyrrolo[2,3-b]pyridin-4-yl)oxy)-2-fluorophenyl)urea [Si](C1=CC=CC=C1)(C1=CC=CC=C1)(C(C)(C)C)OCCN1CCN(CC1)CC1=C(C=C(C=C1)NC(=O)NC1=C(C=C(C=C1)OC1=C2C(=NC=C1)NC=C2Cl)F)C(F)(F)F